trans-4-(3-nitro-phenyl)-pyrrolidine-3-carboxylic acid [N+](=O)([O-])C=1C=C(C=CC1)[C@H]1[C@@H](CNC1)C(=O)O